[C@H]12CN(C[C@H](CC1)N2)C2=NC(=NC1=C(C(=C(C=C21)F)C2=CC(=CC1=CC=C(C(=C21)CC)F)O)F)OCC21CCCN1CC(C2)(F)F 4-(4-((1R,5S)-3,8-diazabicyclo[3.2.1]octan-3-yl)-2-((2,2-difluorotetrahydro-1H-pyrrolizin-7a(5H)-yl)methoxy)-6,8-difluoroquinazolin-7-yl)-5-ethyl-6-fluoronaphthalen-2-ol